N,N-dimethyl-2,4,6-trimethylanilinium C[NH+](C1=C(C=C(C=C1C)C)C)C